ferric sulfate sodium oxalate carbon [C+4].C(C(=O)[O-])(=O)[O-].[Na+].S(=O)(=O)([O-])[O-].[Fe+3]